ClC=1C(=CC=C2N=CC(=NC12)C=1C=NN(C1)CCN1C(CCC1)=O)OC=1C=CC2=C(NC(=N2)C)C1 1-(2-(4-(8-chloro-7-((2-methyl-1H-benzo[d]imidazol-6-yl)oxy)quinoxalin-2-yl)-1H-pyrazol-1-yl)ethyl)pyrrolidin-2-one